CNC(=O)CNC(=O)C1=CC2=C(N=CN2)C=C1 benzoimidazole-5-carboxylic acid methylcarbamoylmethyl-amide